4-(4-(4-((2-(2,6-Dioxopiperidin-3-yl)-1-oxoisoindoline-5-yl)methyl)piperazin-1-yl)-3,3-difluoropiperidin-1-yl)benzene O=C1NC(CCC1N1C(C2=CC=C(C=C2C1)CN1CCN(CC1)C1C(CN(CC1)C1=CC=CC=C1)(F)F)=O)=O